(R)-6-cyclopropyl-N-(3-(1-(4-methyl-4H-1,2,4-triazol-3-yl)propan-2-yl)phenyl)-5-((methylamino)methyl)picolinamide C1(CC1)C1=C(C=CC(=N1)C(=O)NC1=CC(=CC=C1)[C@@H](CC1=NN=CN1C)C)CNC